N-(4-(4-amino-7-(tetrahydro-2H-pyran-4-yl)-7H-pyrrolo[2,3-d]pyrimidin-5-yl)phenyl)-5-(4-fluorophenyl)-1-isopropyl-4-oxo-1,4-dihydropyridazine-3-carboxamide NC=1C2=C(N=CN1)N(C=C2C2=CC=C(C=C2)NC(=O)C2=NN(C=C(C2=O)C2=CC=C(C=C2)F)C(C)C)C2CCOCC2